(R)-1-(4-(4-((6-(3-phenylisoxazolidin-2-yl)pyrimidin-4-yl)amino)phenyl)piperazin-1-yl)ethane-1-On C1(=CC=CC=C1)[C@@H]1N(OCC1)C1=CC(=NC=N1)NC1=CC=C(C=C1)N1CCN(CC1)C(C)=O